C(C)(C)(C)OC(=O)N1[C@@H](C[C@@H](C1)NC1=NC=CC(=N1)C=1C2=C(N(N=C2C=CC1)C)CCCNC)C(=O)O (2S,4S)-1-tert-butoxycarbonyl-4-[[4-[2-methyl-3-[3-(methylamino)propyl]indazol-4-yl]pyrimidin-2-yl]amino]pyrrolidine-2-carboxylic acid